tert-butyl (R)-3-((2-chloro-4-(N-(2,4-dimethoxybenzyl)-N-(thiazol-2-yl)sulfamoyl)phenyl)amino)pyrrolidine-1-carboxylate ClC1=C(C=CC(=C1)S(N(C=1SC=CN1)CC1=C(C=C(C=C1)OC)OC)(=O)=O)N[C@H]1CN(CC1)C(=O)OC(C)(C)C